11-Chloro-7-(2-fluoro-phenyl)-5H-benzo[c]pyrimido[4,5-e]azepin ClC1=CC=CC=2C(=NCC3=C(C21)N=CN=C3)C3=C(C=CC=C3)F